C(C)N1C(N(C2=CC=3C(=NN=C(C3C=C21)N[C@H](C)C2=CC(=CC=C2)C(F)(F)F)C)C)=O 3-ethyl-1,8-dimethyl-5-[[(1R)-1-[3-(trifluoromethyl)phenyl]ethyl]amino]imidazo[4,5-g]phthalazin-2-one